O1C(COC2=C1C=CC=C2)COC2=NC(N1C(C3=CC=C(C=C3CC1)OCC1=NC=CC=C1)=C2)=O 2-(2,3-Dihydro-benzo[1,4]dioxin-2-ylmethoxy)-9-(pyridin-2-ylmethoxy)-6,7-dihydro-pyrimido[6,1-a]isoquinolin-4-one